4,5-dimethyl-2-(2-(methylthio)ethyl)oxazole CC=1N=C(OC1C)CCSC